ethyl-2-methylbutyrat C(C)OC(C(CC)C)=O